CN1N=C(C=C1)N1CCNCC1 1-(1-methyl-1H-pyrazol-3-yl)piperazine